C(CCCCCCC)OC(CCN)=O β-alanine octyl ester